6-Cyclopropyl-N-[2-(cyclopropyloxy)benzene-1-sulfonyl]-4-fluoro-1-benzofuran-2-carboxamide C1(CC1)C1=CC2=C(C=C(O2)C(=O)NS(=O)(=O)C2=C(C=CC=C2)OC2CC2)C(=C1)F